FC=1C=C(C=C(C1)NS(=O)(=O)C)NC(=O)C1=NNC(=C1)C N-(3-fluoro-5-(methylsulfonylamino)phenyl)-5-methyl-1H-pyrazole-3-carboxamide